C(=O)O.N[C@H]1[C@@H](CCCC1)C1=C(C2=NC(=CC(=C2S1)NCC=1SC=CC1)Cl)C#CC 2-((1r,2r)-2-aminocyclohexyl)-5-chloro-3-(prop-1-yn-1-yl)-N-(thiophen-2-ylmethyl)thieno[3,2-b]pyridin-7-amine formate salt